3-hydroxy-2-methyl-2-({2-methyl-5-[(1-methyl-1H-pyrazol-3-yl)methoxy]-2H-indazol-3-yl}formamido)propanamide OCC(C(=O)N)(NC(=O)C=1N(N=C2C=CC(=CC12)OCC1=NN(C=C1)C)C)C